5-methoxy-2-((trimethylsilyl)ethynyl)pyrimidine COC=1C=NC(=NC1)C#C[Si](C)(C)C